FC(OC1=CC=C(C=C1)C=1C(=NC=CC1B(O)O)C(F)(F)F)(F)F 3-(4-(TRIFLUOROMETHOXY)PHENYL)-2-(TRIFLUOROMETHYL)PYRIDINE-4-BORONIC ACID